tert-Butyl-3-(aminomethyl)-4-{[{(1R)-1-[1-benzyl-4-(2,5-difluorophenyl)-1H-imidazol-2-yl]-2,2-dimethylpropyl} (glycoloyl)amino]methyl}pyrrolidin-1-carboxylat C(C)(C)(C)OC(=O)N1CC(C(C1)CN(C(CO)=O)[C@H](C(C)(C)C)C=1N(C=C(N1)C1=C(C=CC(=C1)F)F)CC1=CC=CC=C1)CN